1-[1-(3,4-dichloro phenyl)cyclopropyl]ethyl (2S)-2-[(3-hydroxy-4-methoxy-pyridine-2-carbonyl) amino]propanoate OC=1C(=NC=CC1OC)C(=O)N[C@H](C(=O)OC(C)C1(CC1)C1=CC(=C(C=C1)Cl)Cl)C